NN1C(=NC(=C1C(=O)N)C1=CC=C(C=C1)C(NC1=NC=CC(=C1)Br)=O)[C@H]1NCCCC1 (S)-1-amino-4-(4-((4-bromopyridin-2-yl)carbamoyl)phenyl)-2-(piperidin-2-yl)-1H-imidazole-5-carboxamide